C(=O)([O-])CN(C1=C(OCCOC2=C(C=CC=C2)N(CC(=O)[O-])CC(=O)[O-])C=C(C=C1)NC(C1=CC(=C(C=C1)C=1C2=CC(=C(C=C2OC2=CC(C(=CC12)Cl)=O)[O-])Cl)C(=O)[O-])=O)CC(=O)[O-] 2,2'-((2-(2-(2-(bis(carboxylatomethyl)amino)-5-(3-carboxylato-4-(2,7-dichloro-6-oxido-3-oxo-3H-xanthen-9-yl)benzamido)phenoxy)ethoxy)phenyl)azanediyl)diacetate